pyridinium pyridine salt N1=CC=CC=C1.[NH+]1=CC=CC=C1